(3-(4-methoxyphenyl)tetrahydro-1H-pyrrolizin-7a(5H)-yl)methan-d2-ol COC1=CC=C(C=C1)C1CCC2(CCCN12)C(O)([2H])[2H]